1-(3-chloro-4-phenoxyphenyl)-3-methylurea ClC=1C=C(C=CC1OC1=CC=CC=C1)NC(=O)NC